C(CCCCCCCCCCCCCCCCC)OC[C@H](CO[Si](C(C)C)(C(C)C)C(C)C)OCC1=CC(=C(C#N)C=C1)N1N=CN=C1 (R)-4-(((1-(octadecyloxy)-3-((triisopropylsilyl)oxy)propan-2-yl)oxy)methyl)-2-(1H-1,2,4-triazol-1-yl)benzonitrile